[1,1'-Biphenyl]-4-yl-(phenyl)(2-(pyridin-4-yl)ethyl)phosphorus oxide C1(=CC=C(C=C1)P(CCC1=CC=NC=C1)(C1=CC=CC=C1)=O)C1=CC=CC=C1